NC=1CC(=CC=2C(N1)=CSC2)C(=O)N(CCC)OCCNC(OC(C)(C)C)=O tert-butyl (2-((2-amino-N-propyl-3H-thieno[3,4-b]azepine-4-carboxamido) oxy)ethyl)carbamate